tert-butyl 4-[2-(3-bromophenoxy) ethyl]piperazine-1-carboxylate BrC=1C=C(OCCN2CCN(CC2)C(=O)OC(C)(C)C)C=CC1